O1CCN(CC1)C=1OC2=C(N1)C=CC(=C2)N2C=C(C(C=C2C2=CC=C(C=C2)N2CCCC2)=O)C(=O)O 1-(2-morpholinobenzo[d]oxazol-6-yl)-4-oxo-6-(4-(pyrrolidin-1-yl)phenyl)-1,4-dihydropyridine-3-carboxylic acid